4-[(3S)-3-amino-3-methylpyrrolidin-1-yl]-5-[3-(difluoromethoxy)-5-fluorophenyl]-6-methyl-N-[(2S)-1,1,1-trifluoropropan-2-yl]pyridine-3-carboxamide N[C@@]1(CN(CC1)C1=C(C=NC(=C1C1=CC(=CC(=C1)F)OC(F)F)C)C(=O)N[C@H](C(F)(F)F)C)C